1-(4-(5-(trifluoromethyl)pyrimidin-2-yl)piperazin-1-yl)ethan-1-one FC(C=1C=NC(=NC1)N1CCN(CC1)C(C)=O)(F)F